butyl-(1-naphthalen-1-ylnaphthalen-2-yl)phosphane C(CCC)PC1=C(C2=CC=CC=C2C=C1)C1=CC=CC2=CC=CC=C12